C1=CNNC1=O hydroxypyrazole